P(=O)(OCC(CCCC)CC)(OCC(CCCC)CC)OCC(CCCC)CC.[Nd] neodymium tris(2-ethylhexyl) phosphate